1-((1S,5aS,5bR,7aR,9R,12aS,12bS,14aS)-9-hydroxy-9,12a,14a-trimethylicosahydrodicyclohepta[a,f]naphthalen-1-yl)ethanone O[C@]1(C[C@@H]2[C@@]([C@H]3CC[C@]4([C@H]([C@@H]3CC2)CCCC[C@@H]4C(C)=O)C)(CCC1)C)C